C1(=CC=CC=C1)NC=1C=2CC(CN(C2C=CC1)C1=CC=C(C=C1)C(F)(F)F)N N5-phenyl-1-(4-(trifluoromethyl)phenyl)-1,2,3,4-tetrahydroquinoline-3,5-diamine